5,6,7,8-tetrahydroquinazolin-4(1H)-one N1C=NC(C=2CCCCC12)=O